N-[(1R)-1-[3-(1,1-difluoro-2-hydroxyethyl)phenyl]ethyl]-4-methoxy-5-(1-methyl-1,2,3,6-tetrahydropyridin-4-yl)-1H-indazole-7-carboxamide FC(CO)(F)C=1C=C(C=CC1)[C@@H](C)NC(=O)C=1C=C(C(=C2C=NNC12)OC)C=1CCN(CC1)C